8-(6-{[3-(2-oxo-1-pyrrolidinyl)propyl](3,4-difluorophenyl)carbonylamino}-3-pyridinyl)-3-(2-methoxyethyl)-1-propylxanthine O=C1N(CCC1)CCCN(C1=CC=C(C=N1)C1=NC=2N(C(N(C(C2N1)=O)CCC)=O)CCOC)C(=O)C1=CC(=C(C=C1)F)F